5,6,7,8-tetrahydro-4H-oxadiazolo[3,4-a]azepin-9-ium-3-olate N=1OC(=C2[N+]1CCCCC2)[O-]